(Z)-1-acetyl-3-((5-tert-butyl-2-phenyloxazol-4-yl)methylene)piperazine-2,5-dione C(C)(=O)N1C(/C(/NC(C1)=O)=C/C=1N=C(OC1C(C)(C)C)C1=CC=CC=C1)=O